(2S)-2-(benzyloxycarbonylamino)-3-(2,2,2-trifluoro-1,1-dimethyl-ethoxy)propanoic acid C(C1=CC=CC=C1)OC(=O)N[C@H](C(=O)O)COC(C(F)(F)F)(C)C